(2S,4R)-N-[(S)-(4-cyclopropyl-3-fluorophenyl)(phenyl)methyl]-4-fluoro-1-[2-(1-methyl-1H-indazol-3-yl)acetyl]pyrrolidine-2-carboxamide C1(CC1)C1=C(C=C(C=C1)[C@@H](NC(=O)[C@H]1N(C[C@@H](C1)F)C(CC1=NN(C2=CC=CC=C12)C)=O)C1=CC=CC=C1)F